[4-[3-(3,4-dimethoxyphenyl)-1,2,4-oxadiazol-5-yl]-1-piperidinyl]-(4-isopropylphenyl)methanone COC=1C=C(C=CC1OC)C1=NOC(=N1)C1CCN(CC1)C(=O)C1=CC=C(C=C1)C(C)C